FC(C1=C(C=C(S1)F)F)F 5-(difluoromethyl)-2,4-difluoro-thiophene